2-[(2S)-2-amino-4,4-difluorobutyl]-3-bromo-5-chloro-N-[(thiophen-2-yl)methyl]thieno[3,2-b]pyridin-7-amine N[C@H](CC1=C(C2=NC(=CC(=C2S1)NCC=1SC=CC1)Cl)Br)CC(F)F